FC(C(=O)OC(C(F)F)=O)F difluoroacetic acid anhydride